(Z)-(4-chlorophenyl)-7-(pyridin-2-yl)hept-6-en-1-one ClC1=CC=C(C=C1)C(CCCC\C=C/C1=NC=CC=C1)=O